CN([C@H](CN)CC1=CC=C(C=C1)O)C (S)-2-dimethylamino-3-(4-hydroxyphenyl)propylamine